C(#C)[C@@]1([C@]2(C)[C@@H](CC1)[C@@H]1CCC=3C=C(C(=CC3[C@H]1CC2)CN2CCN(CC2)C(=O)[C@H]2N(CCC2)C(=O)C2=NC1=CC=CC=C1C=C2)OC)O (4-{[(17β)-17-ethynyl-17-hydroxy-3-methoxyestra-1,3,5(10)-trien-2-yl]methyl}piperazin-1-yl)[(2S)-1-(quinolin-2-ylcarbonyl)pyrrolidin-2-yl]methanone